IC1=CC=C(C=C1)/C=C/[C@@H](CO)N1C(=NC=C1)[C@H](C)OC1OCCCC1 (2S,E)-4-(4-iodophenyl)-2-(2-((1S)-1-((tetrahydro-2H-pyran-2-yl)oxy)ethyl)-1H-imidazol-1-yl)but-3-en-1-ol